2-(chloromethyl)-4-fluoro-3-[(2S)-oxetan-2-ylmethyl]-1,3-benzodiazole-5-carboxylic acid methyl ester COC(=O)C1=C(C2=C(N=C(N2C[C@H]2OCC2)CCl)C=C1)F